OC[C@H](C1=CC=CC=C1)NC1=NC(=NC=C1C1=NC(=NO1)C12CCN(CC1)CC2)NC=2C=C1C(C(N(C(C1=CC2)=O)C)C)=C 6-((4-(((S)-2-hydroxy-1-phenylethyl)amino)-5-(3-(quinuclidin-4-yl)-1,2,4-oxadiazol-5-yl)pyrimidin-2-yl)amino)-2,3-dimethyl-4-methylene-3,4-dihydroisoquinolin-1(2H)-one